1-(2-thienyl)sulfonyl-piperazine S1C(=CC=C1)S(=O)(=O)N1CCNCC1